6-chloro-7-(5,7-dihydro-6H-pyrrolo[3,4-b]pyridin-6-yl)-1-(2-meth-oxybenzyl)-4-oxo-1,4-dihydro-1,8-naphthyridine-3-carboxylic acid ClC=1C=C2C(C(=CN(C2=NC1N1CC2=NC=CC=C2C1)CC1=C(C=CC=C1)OC)C(=O)O)=O